NC(C)C=1C(=NC=CN1)C=1OCC(N(N1)CC#N)=O 2-(2-(3-(1-aminoethyl)pyrazin-2-yl)-5-oxo-5,6-dihydro-4H-1,3,4-oxadiazin-4-yl)acetonitrile